[O-]S(=O)(=O)C(F)(F)F.F[C@@H]1C[NH+](C[C@@H](C1)N(S(N)(=O)=O)C=1C=NN(C1)C)C (3s,5r)-3-fluoro-1-methyl-5-[(1-methyl-1H-pyrazol-4-yl)(sulfamoyl)amino]piperidin-1-ium triflate